CC(C(C(=O)O)(C)N=NC(C(=O)O)(C)C)C.N(=NC(C(=O)OC)(C)C)C(C(=O)OC)(C)C dimethyl 2,2'-azobisisobutyrate (dimethyl 2,2'-azobisisobutyrate)